methane tin [Sn].C